Tert-butyl (1S,4S)-5-(2,6-dichloropyrimidin-4-yl)-4-(hydroxymethyl)-2,5-diazabicyclo[2.2.1]heptane-2-carboxylate ClC1=NC(=CC(=N1)N1[C@@]2(CN([C@H](C1)C2)C(=O)OC(C)(C)C)CO)Cl